1-((S)-3-(((4-((3S,4S)-4-(3,4-dihydroisoquinolin-2(1H)-yl)-3-hydroxypiperidine-1-carbonyl)-5-fluoropyridin-2-yl)amino)methyl)pyrrolidin-1-yl)ethan-1-one C1N(CCC2=CC=CC=C12)[C@@H]1[C@H](CN(CC1)C(=O)C1=CC(=NC=C1F)NC[C@H]1CN(CC1)C(C)=O)O